3-((1-Methyl-1H-pyrazol-4-yl)methyl)-N-(1-methylcyclopropyl)-1-((1-methylpiperidin-4-yl)methyl)-2,4-dioxo-1,2,3,4-tetrahydrothieno[2,3-d]pyrimidin-6-sulfonamide CN1N=CC(=C1)CN1C(N(C2=C(C1=O)C=C(S2)S(=O)(=O)NC2(CC2)C)CC2CCN(CC2)C)=O